IC1(CC=C(C=C1)C)NC1=CC=C(C=C1)C 4-iodo-N,N-di-p-tolylamine